BrC1=C(C=C2C(C(N(C2=C1)C)=O)(C)C)C(=O)OC Methyl 6-bromo-1,3,3-trimethyl-2-oxoindoline-5-carboxylate